NCC1C2C(CC(C1)C2)CN 2,6-Bis-(aminomethyl)-bicyclo[2.2.1]heptan